1-methyl-7,8-dihydro-1H-pyrazolo[3,4-d]pyrrolo[1,2-a]pyrimidin-4(6H)-one CN1N=CC2=C1N=C1N(C2=O)CCC1